C12OCC(C1)(C2)C2=NC(=CC(=N2)NC2=CC(=NC=C2C2=NN(C=C2)C)NC(C)=O)C N-(4-((2-(2-oxabicyclo[2.1.1]hex-4-yl)-6-methylpyrimidin-4-yl)amino)-5-(1-methyl-1H-pyrazol-3-yl)pyridin-2-yl)acetamide